4-[(2R)-3-(3,4-dihydro-1H-isoquinolin-2-yl)-2-hydroxy-propyl]-8-[(8-ethyl-8-azabicyclo[3.2.1]octan-3-yl)oxy]-2,3-dihydro-1,4-benzoxazepin-5-one C1N(CCC2=CC=CC=C12)C[C@H](CN1CCOC2=C(C1=O)C=CC(=C2)OC2CC1CCC(C2)N1CC)O